CCCCCCCCCCC/C=C\C(C)(C)/C=C\CCCC(=O)O 7,7-Dimethyl-(5Z,8Z)-eicosadienoic acid